N,N'-dichloroisophthalamide ethyl-2-[2-(3,4-difluoro-2-methyl-phenoxy)-3-quinolyl]-5-fluoro-6-methyl-4-oxo-1H-pyridine-3-carboxylate C(C)OC(=O)C1=C(NC(=C(C1=O)F)C)C=1C(=NC2=CC=CC=C2C1)OC1=C(C(=C(C=C1)F)F)C.ClNC(C1=CC(C(=O)NCl)=CC=C1)=O